N2-[(5-chloro-2-pyridinyl)methyl]-6-(1H-indazol-6-yl)-1,3,5-triazine-2,4-diamine ClC=1C=CC(=NC1)CNC1=NC(=NC(=N1)N)C1=CC=C2C=NNC2=C1